C(CCCCCCCC)(=O)[O-].[Cu+2].C(CCCCCCCC)(=O)[O-] copper pelargonate